(2R,5S)-5-(4-Chlorobenzyl)-4-(4-(1,2-dimethyl-1H-imidazol-4-yl)cyclohexyl)-2-((methylsulfonyl)methyl)morpholin ClC1=CC=C(C[C@H]2CO[C@H](CN2C2CCC(CC2)C=2N=C(N(C2)C)C)CS(=O)(=O)C)C=C1